1,1'-(Thiocarbonyl)diimidazole C(=S)(N1C=NC=C1)N1C=NC=C1